(R)-N-(1-(2-bromophenyl)-2-hydroxyethyl)-4-methylbenzenesulfonamide BrC1=C(C=CC=C1)[C@H](CO)NS(=O)(=O)C1=CC=C(C=C1)C